ClC1=CC=C(COC2=NN=C(S2)NC(C2=CN=CC=C2C2=C(C=CC=C2)OC2CC2)=O)C=C1 N-(5-((4-chlorobenzyl)oxy)-1,3,4-thiadiazol-2-yl)-4-(2-cyclopropoxyphenyl)nicotinamide